OP(=O)(C)CCCC(=O)O 4-(hydroxy(methyl)phosphoryl)butyric acid